4-(benzo[b]thiophen-4-yl)-1-(4-(2-oxo-1,2-dihydroquinolin-7-yloxy)butyl)-1-(pivaloyloxymethyl)piperazin-1-ium chloride [Cl-].S1C2=C(C=C1)C(=CC=C2)N2CC[N+](CC2)(COC(C(C)(C)C)=O)CCCCOC2=CC=C1C=CC(NC1=C2)=O